COC1=C(CNC2=C3NC=NC3=NC=N2)C=C(C=C1OC)OC 6-(2,3,5-trimethoxybenzylamino)purine